C(CCCCC)OC(=O)C=1C=C(C(C2=C(C1)C=C(C(=C2O)O)OC)=O)O 3,4,6-Trihydroxy-2-methoxy-5-oxo-5H-benzocycloheptene-8-carboxylic acid hexyl ester